6-ethynyl-4'-fluoro-6-hydroxy-[1,1'-biphenyl]-3(6H)-one C(#C)C1(C=CC(C=C1C1=CC=C(C=C1)F)=O)O